4-((4-(2-(4-Chlorophenyl)imidazo[1,2-a]pyridin-3-yl)-1H-1,2,3-triazol-1-yl)methyl)anilin ClC1=CC=C(C=C1)C=1N=C2N(C=CC=C2)C1C=1N=NN(C1)CC1=CC=C(N)C=C1